N1(N=NC=C1)CCC=1C=C(C(=C(C1)O)[C@@H]1C=C(C[C@H]1C(=C)C)C)O 5-(2-(1H-1,2,3-triazol-1-yl)ethyl)-2-((1R,5R)-3-methyl-5-(prop-1-en-2-yl)cyclopent-2-en-1-yl)benzene-1,3-diol